C[C@H](CCCCCCC)O (R)-2-nonanol